ClC=1C=CC(=C(C1)N1CC(N(CC1=O)C(C(=O)OC)CC1=NN(C=C1)C)=O)N1N=NC(=C1)Cl methyl 2-(4-(5-chloro-2-(4-chloro-1H-1,2,3-triazol-1-yl)phenyl)-2,5-dioxopiperazin-1-yl)-3-(1-methyl-1H-pyrazol-3-yl)propanoate